Indium oxyhydroxide O(O)O.[In]